tert-butyl 2-[4-{5-chloro-2-[4-(trifluoromethyl)-1H-imidazol-1-yl] phenyl}-5-methoxy-2-oxopyridin-1(2H)-yl]-4-methoxybutyrate ClC=1C=CC(=C(C1)C1=CC(N(C=C1OC)C(C(=O)OC(C)(C)C)CCOC)=O)N1C=NC(=C1)C(F)(F)F